tert-butyl 4-(3-methyl-6-oxo-5-(5,6,7,8-tetrahydroquinoxalin-5-yl)-5,6-dihydropyrido[2,3-b]pyrazine-7-yl)piperidine-1-carboxylate CC1=CN=C2C(=N1)N(C(C(=C2)C2CCN(CC2)C(=O)OC(C)(C)C)=O)C2C=1N=CC=NC1CCC2